7-{6-Bromo-3-[1-(3-methylbutyl)-1H-pyrazol-4-yl]pyridin-2-yl}chinolin BrC1=CC=C(C(=N1)C1=CC=C2C=CC=NC2=C1)C=1C=NN(C1)CCC(C)C